thorium palladium [Pd].[Th]